C(C)N(C=1C2=C(N=CN1)N(C=C2)C[C@@H]2[C@H](CN(CC2)CC(=O)N)O)CC2=CC=C(C=C2)C(F)(F)F ((3R,4R)-4-((4-(ethyl(4-(trifluoromethyl)benzyl)amino)-7H-pyrrolo[2,3-d]pyrimidin-7-yl)methyl)-3-hydroxypiperidin-1-yl)acetamide